[O-2].[Tb+3].[Ti+4] titanium-terbium oxide